C1(=CC=CC=C1)C1=C(C(=NN=N1)C=1C(=C(C=CC1)C1=CC=CC=C1)C1=C(C=CC=2SC3=C(C21)C=CC=C3)C3=CC=CC=C3)C3=CC=CC=C3 (diphenyltriazinyl)(phenyldibenzothiophenyl)biphenyl